ClC1=C(C=C(C=C1)F)C1(NC(C=2C=3C(=NN(C3C=C(C21)NC(C2=CC(=CC(=C2)C(F)(F)F)F)=O)CC(F)F)C)=O)O N-(6-(2-chloro-5-fluorophenyl)-3-(2,2-difluoroethyl)-6-hydroxy-1-methyl-8-oxo-3,6,7,8-tetrahydropyrrolo[3,4-e]indazol-5-yl)-3-fluoro-5-(trifluoromethyl)benzamide